p-di(trifluoromethyl)benzene FC(C1=CC=C(C=C1)C(F)(F)F)(F)F